CN(CCN(C=1C(=CC(=C(C1)OC)NC1=NC=NC(=N1)N1CC(C2=NC(=CC=C21)C)(C)C)N)C)C N1-(2-(dimethylamino)ethyl)-5-methoxy-N1-methyl-N4-(4-(3,3,5-trimethyl-2,3-dihydro-1H-pyrrolo[3,2-b]pyridin-1-yl)-1,3,5-triazin-2-yl)benzene-1,2,4-triamine